FC=1C=C2C(C=C(OC2=C(C1NC(C)C)[N+](=O)[O-])C1CCN(CC1)C(=O)OC(C)(C)C)=O tert-butyl 4-(6-fluoro-7-(isopropylamino)-8-nitro-4-oxo-4H-chromen-2-yl)piperidine-1-carboxylate